F[Sb-](F)(F)(F)(F)F.C1(=CC=CC=C1)[S+](C1=CC=C(C=C1)SC1=CC=CC=C1)C1=CC=CC=C1 Diphenyl-(p-phenylsulfanylphenyl)sulfonium hexafluoroantimonate